(ε-maleimidocaproyloxy)succinimide C1(C=CC(N1CCCCCC(=O)OC1C(=O)NC(C1)=O)=O)=O